C(C)N(CCO)CCC 2-(ethyl-propyl-amino)ethanol